C(=O)O.N[C@H](C(=O)OCC1=NC=CC=N1)CC1=CC(=CC=C1)S(=O)(=O)N1CC(C1)(C1=CC=CC=C1)OC1=CC(=CC=C1)F (Pyrimidin-2-yl)methyl (2S)-2-amino-3-(3-{[3-(3-fluorophenoxy)-3-phenylazetidin-1-yl]sulfonyl}phenyl)propanoate monoformate